N1=CC=C(C=C1)C1=NC2=C(C(O1)=O)C=C(C=C2C)Cl 2-[pyridin-4-yl]-6-chloro-8-methyl-4H-3,1-benzoxazin-4-one